3-((4-methoxybenzyl)oxy)-4-methyl-5-(2-methylquinolin-6-yl)picolinic acid COC1=CC=C(COC=2C(=NC=C(C2C)C=2C=C3C=CC(=NC3=CC2)C)C(=O)O)C=C1